2-(dimethylamino)phenylboronic acid pinacol ester CN(C1=C(C=CC=C1)B1OC(C)(C)C(C)(C)O1)C